CN1N=C(C2=CC=CC=C2C1=O)C1=CC=C(C=C1)NS(=O)(=O)N N-(4-(3-methyl-4-oxo-3,4-dihydrophthalazin-1-yl)phenyl)sulfamide